FC1=CC=C2C=C(C=C(C2=C1C)N1CC=2N=C(N=C(C2CC1)OC)OC[C@]12CCCN2C[C@@H](C1)F)O[Si](C(C)C)(C(C)C)C(C)C 7-(7-fluoro-8-methyl-3-((triisopropyl-silyl)oxy)naphthalen-1-yl)-2-(((2R,7aS)-2-fluorohexahydro-1H-pyrrolizin-7a-yl)methoxy)-4-methoxy-5,6,7,8-tetrahydropyrido[3,4-d]pyrimidine